4-pentenyltrimethoxysilane C(CCC=C)[Si](OC)(OC)OC